N1=C(C=C2COCCN21)COC2=C(C=C1C(NC=NC1=C2)=O)C2=CC=C(C=C2)OC 7-((6,7-dihydro-4H-pyrazolo[5,1-c][1,4]oxazin-2-yl)methoxy)-6-(4-methoxyphenyl)quinazolin-4(3H)-one